3-(2-amino-4-fluorophenoxy)propionic acid NC1=C(OCCC(=O)O)C=CC(=C1)F